Cl.Cl.C(CCC)N1C(=NC2=C1C=CC=C2)C2(CCCCC2)CN (1-(1-butyl-1H-benzo[d]imidazol-2-yl)cyclohexyl)methanamine dihydrochloride